NC=1C(=C(C(=O)NCCCCl)C(=CC1)F)F 3-amino-N-(3-chloropropyl)-2,6-difluorobenzamide